ClC1=NC2=C(C=NC=C2C=C1)OC1CCC1 2-Chloro-8-cyclobutoxy-1,6-naphthyridine